2-(N,N-dimethylaminocarbonyl)phenylboronic acid B(C1=CC=CC=C1C(=O)N(C)C)(O)O